Calcium malat C(C(O)CC(=O)[O-])(=O)[O-].[Ca+2]